ClC(C)(O)C1=CC=CC=C1 chlorophenyl-1-ethanol